(1S,2R)-N-[3-(2-methoxyphenyl)-1H-pyrrolo[2,3-b]pyridin-6-yl]-2-[(4-methylpiperazin-1-yl)methyl]cyclopropane-1-carboxamide COC1=C(C=CC=C1)C1=CNC2=NC(=CC=C21)NC(=O)[C@@H]2[C@@H](C2)CN2CCN(CC2)C